C(C)(C)(C)N1[C@@H](CN(CC1)C(=O)OC(C)(C)C)C tert-butyl (R)-4-(tert-butyl)-3-methylpiperazine-1-carboxylate